C(C=C)C1C2=C(C(NC1)=O)C(=C(N2)C2=C(C=NC=C2)OCCOCC=C)NC2=C(C(=CC=C2)F)OC 7-allyl-2-[3-(2-allyloxyethoxy)-4-pyridinyl]-3-(3-fluoro-2-methoxy-anilino)-1,5,6,7-tetrahydropyrrolo[3,2-c]pyridin-4-one